CC1(C(C(C=2C(CCCC12)=O)(C)C)C)C 1,2,3,5,6,7-Hexahydro-1,1,2,3,3-pentamethyl-4H-inden-4-one